P(=O)(OC[C@H]1OC([C@H]([C@H]([C@@H]1OCC1=CC=CC=C1)OCC1=CC=CC=C1)OCC1=CC=CC=C1)OCCOCCOCCN)(OCC1=CC=CC=C1)OCC1=CC=CC=C1 ((2R,3R,4S,5S)-6-(2-(2-(2-aminoethoxy)ethoxy)ethoxy)-3,4,5-tris(benzyloxy)tetrahydro-2H-pyran-2-yl)methyl dibenzyl phosphate